FC(C(C)(C)C=1C=CC(=NC1)C1=CC(=C2C=NC(=NN21)N[C@H]2[C@@H](COCC2)O)F)F (3S,4R)-4-((7-(5-(1,1-difluoro-2-methylpropan-2-yl)pyridin-2-yl)-5-fluoropyrrolo[2,1-f][1,2,4]triazin-2-yl)amino)tetrahydro-2H-pyran-3-ol